FC1=CC=CC=2N1N=C(C2)[C@@H]2N(CCC1=C2N=CN1)C(=O)C=1OC(=NN1)C1=NC=CC=C1F (R)-(4-(7-fluoropyrazolo[1,5-a]pyridin-2-yl)-6,7-dihydro-1H-imidazo[4,5-c]pyridin-5(4H)-yl)(5-(3-fluoropyridin-2-yl)-1,3,4-oxadiazol-2-yl)methanone